bromine 2-hydroxy-6-methyl-pyridine aminomethyl-benzoate NCOC(C1=CC=CC=C1)=O.OC1=NC(=CC=C1)C.[Br]